C1(CC1)OC=1C=C(CN2CC(N(CC2)C2CCC23CCNCC3)C3=C(C=CC=C3)C(C)C)C=CC1OC 4-(3-cyclopropoxy-4-methoxybenzyl)-2-(2-isopropylphenyl)piperazin-1-yl-7-azaspiro[3.5]nonane